FC(C(C(C(C(=O)OC)(F)F)(F)F)(F)F)(F)F Methyl nonafluorovalerate